(4-((6-(2,4-Difluorophenoxy)-8,9-dihydroimidazo[1',2':1,6]pyrido[2,3-d]pyrimidin-2-yl)amino)phenyl)acrylamide formate C(=O)O.FC1=C(OC2=CC3=C(N=C(N=C3)NC3=CC=C(C=C3)C(C(=O)N)=C)N3C2=NCC3)C=CC(=C1)F